ethoxy-5-[(2R)-2-ethyl-4-(7-methyl-2,3-dihydro-1H-indole-1-carbonyl)piperazin-1-yl]-N-[(3R)-pyrrolidin-3-yl]-[2,3'-bipyridine]-6-carboxamide C(C)OC=1C(=NC(=C(C1)N1[C@@H](CN(CC1)C(=O)N1CCC2=CC=CC(=C12)C)CC)C(=O)N[C@H]1CNCC1)C=1C=NC=CC1